2-(cis-3-allyloxy-4-methoxypiperidin-1-yl)-4-aminopyrimidine C(C=C)O[C@@H]1CN(CC[C@@H]1OC)C1=NC=CC(=N1)N